FC=1C=C(C=C(C1CN1N=NN=C1CC1=NC=CC=C1)F)C(=O)NO 3,5-difluoro-4-[[5-(2-pyridylmethyl)tetrazol-1-yl]methyl]benzenecarbohydroxamic acid